CN1C=2C=NC=NC2NC(C1=O)C 5,7-dimethyl-7,8-dihydropteridine-6(5H)-one